((R)-2-(benzofuran-3-yl)-1-(2-oxo-2-(((S)-tetrahydrofuran-3-yl)amino)acetamido)ethyl)boronic acid O1C=C(C2=C1C=CC=C2)C[C@H](NC(C(N[C@@H]2COCC2)=O)=O)B(O)O